curcumin didecanoate C(CCCCCCCCC)(=O)O.C(CCCCCCCCC)(=O)O.COC1=CC(=CC=C1O)\C=C\C(=O)CC(=O)\C=C\C1=CC=C(O)C(OC)=C1